OC1=C(C=CC(=C1)C)C=1SC[C@H](N1)C(=O)N(C)OC (R)-2-(2-hydroxy-4-methylphenyl)-N-methoxy-N-methyl-4,5-dihydrothiazole-4-carboxamide